4-methyl-6-((6-phenylpyridin-3-yl)oxy)pyridin-3-amine CC1=C(C=NC(=C1)OC=1C=NC(=CC1)C1=CC=CC=C1)N